tert-butyl (E)-4-(azetidin-1-yl)but-2-enoate N1(CCC1)C/C=C/C(=O)OC(C)(C)C